FC(C=1N(C(=NN1)C=O)CCOC)F 5-(Difluoromethyl)-4-(2-methoxyethyl)-4H-1,2,4-triazol-3-carbaldehyde